(Cyclopentadienyl)titanium(IV) C1(C=CC=C1)[Ti+3]